(7-((2,4-Dimethoxybenzyl)amino)-2-(pyridin-2-ylmethyl)-2H-pyrazolo[3,4-c]pyridin-5-yl)benzonitrile COC1=C(CNC2=NC(=CC=3C2=NN(C3)CC3=NC=CC=C3)C3=C(C#N)C=CC=C3)C=CC(=C1)OC